Prop-2-en-1-yl 6-chloro-5-cyano-8-{[cyano(2H2)methyl]amino}-1,2,3,4-tetrahydro(4,4-2H)-2,7-naphthyridine-2-carboxylate ClC=1C(=C2C(CN(CC2=C(N1)NC([2H])([2H])C#N)C(=O)OCC=C)([2H])[2H])C#N